6-(5,6-dimethyl-2-(trifluoromethyl)pyrimidin-4-yl)-3-(trifluoromethyl)-5,6,7,8-tetrahydro-1,6-naphthyridine CC=1C(=NC(=NC1C)C(F)(F)F)N1CC=2C=C(C=NC2CC1)C(F)(F)F